FC(C1=NN(C=C1C(=O)NC1=C2[C@H](CC(C2=C(C=C1)F)(C)C)C)C)F 3-(Difluoromethyl)-N-[(3S)-7-fluoro-1,1,3-trimethyl-2,3-dihydro-1H-indene-4-yl]-1-methyl-1H-pyrazole-4-carboxamide